N-((4R,5S,7R,8R,9S,10R)-8,10-dihydroxy-7-(hydroxymethyl)-9-(4-(3,4,5-trifluoroPhenyl)-1H-1,2,3-triazol-1-yl)-1,6-dioxaspiro[4.5]decan-4-yl)-1,2,3,4-tetrahydronaphthalene-1-carboxamide O[C@H]1[C@H](O[C@@]2([C@@H](CCO2)NC(=O)C2CCCC3=CC=CC=C23)[C@@H]([C@H]1N1N=NC(=C1)C1=CC(=C(C(=C1)F)F)F)O)CO